ethyl 2-methyl-6-oxo-1,4,5,6-tetrahydrocyclopenta[B]pyrrole-3-carboxylate CC1=C(C2=C(N1)C(CC2)=O)C(=O)OCC